N,N-dimethylbenzotriazole-1-methylamine CN(CN1N=NC2=C1C=CC=C2)C